BrC=1C=C(C(=NC1)C(=O)Cl)SCC 5-bromo-3-(ethylthio)picolinic acid chloride